4-fluoro-N-[(1s,4s)-4-{[2-(trifluoromethyl)-1,3-benzothiazol-7-yl]amino}cyclohexyl]benzamide FC1=CC=C(C(=O)NC2CCC(CC2)NC2=CC=CC=3N=C(SC32)C(F)(F)F)C=C1